(R)-5-(5-(1-(3,5-dichloropyridin-4-yl)ethoxy)-6-methoxy-1H-indazol-3-yl)-2-(3-((dimethylamino)methyl)-3-methylazetidin-1-yl)nicotinonitrile ClC=1C=NC=C(C1[C@@H](C)OC=1C=C2C(=NNC2=CC1OC)C=1C=NC(=C(C#N)C1)N1CC(C1)(C)CN(C)C)Cl